N-(1-(piperidin-4-yl)-1H-pyrazol-4-yl)-3-(3-(piperidine-1-carbonyl)pyrazolo[1,5-a]pyridin-5-yl)-1H-pyrrolo[2,3-b]pyridine-5-carboxamide N1CCC(CC1)N1N=CC(=C1)NC(=O)C=1C=C2C(=NC1)NC=C2C2=CC=1N(C=C2)N=CC1C(=O)N1CCCCC1